C(C(CO)O)O 1,2,3-propane-triol